C1(CC1)C=1C(=NN(C1NC(=O)C1CC(C1)(F)F)C)C1=CC=C(C=C1)F N-(4-cyclopropyl-3-(4-fluorophenyl)-1-methyl-1H-pyrazol-5-yl)-3,3-difluorocyclobutane-1-carboxamide